(±)-tetrahydro-4-hydroxy-4-methyl-2H-pyran-2-one O[C@]1(CC(OCC1)=O)C |r|